NC1=C(C=C(C=N1)C=1C=C(C=CC1)O)C#C[Si](C)(C)C 3-(6-amino-5-((trimethylsilyl)ethynyl)pyridin-3-yl)phenol